diacetyl-aceton C(C)(=O)C(C(C)=O)C(C)=O